N1C=C(C=2C1=NC=CC2)C2=CC=1N(C=C2)N=CC1C(=O)N1CCCCC1 (5-(1H-Pyrrolo[2,3-b]pyridin-3-yl)pyrazolo[1,5-a]pyridin-3-yl)(piperidin-1-yl)methanone